FC1=C(C=NC(=C1)OC)C1CN(C1)C(=O)OC(C)(C)C tert-butyl 3-(4-fluoro-6-methoxypyridin-3-yl)azetidine-1-carboxylate